[C@@H]1([C@H](O)[C@H](O)[C@H](O1)[C@@H](O)C)N1C2=NC=NC(=C2N=C1)C 9-(6-deoxy-alpha-L-talofuranosyl)-6-methylpurine